1-Undecyl-1-ethylpyrrolidinium acetat C(C)(=O)[O-].C(CCCCCCCCCC)[N+]1(CCCC1)CC